2-fluoro-4-methyl-5-[(2-methyl-1,3-thiazole-5-carbonyl)amino]benzoic acid FC1=C(C(=O)O)C=C(C(=C1)C)NC(=O)C1=CN=C(S1)C